(2-((2-((3-Bromo-1H-indazol-5-yl)amino)-5-chloropyrimidin-4-yl)amino)phenyl)dimethylphosphine oxide BrC1=NNC2=CC=C(C=C12)NC1=NC=C(C(=N1)NC1=C(C=CC=C1)P(C)(C)=O)Cl